N1CCC(CC1)OC1=CC=CC(=N1)N1N(C(C=2C1=NC(=NC2)NC=2C=C1C=NN(C1=CC2)C(C)C)=O)CC=C 1-[6-(piperidin-4-yloxy)pyridin-2-yl]-2-(prop-2-en-1-yl)-6-{[1-(propan-2-yl)-1H-indazol-5-yl]amino}-1H,2H,3H-pyrazolo[3,4-d]pyrimidin-3-one